[N+](#[C-])C1=CC(=C(C=C1)C)C 4-isocyano-1,2-dimethylbenzene